1-(5-chloro-1-(1-cyclopropyl-1H-pyrazol-4-yl)-1H-indazol-6-yl)-4-methylpiperidin-4-ol ClC=1C=C2C=NN(C2=CC1N1CCC(CC1)(O)C)C=1C=NN(C1)C1CC1